ClC1=C(C=CC(=C1)C=1OC(=NN1)C(F)F)CN1N=NC(=C1)C1=CC2=C(N(C(=N2)N)C)C=C1 5-[1-[[2-Chloro-4-[5-(difluoromethyl)-1,3,4-oxadiazol-2-yl]phenyl]methyl]triazol-4-yl]-1-methylbenzimidazole-2-amine